[(2S)-1-{4-[(1H-benzimidazol-2-ylmethyl)amino]-7-bromoimidazo[2,1-f][1,2,4]triazin-2-yl}piperidin-2-yl]ethanol N1C(=NC2=C1C=CC=C2)CNC2=NC(=NN1C2=NC=C1Br)N1[C@@H](CCCC1)C(C)O